OC1CCC2(C(=C(CC12)CCCCCCC(=O)O)C1=CC=CC=C1)C(=C)C1=CC=CC=C1 7-(6-exo-hydroxy-3-phenyl-3a-(1-phenylvinyl)-1,3a,4,5,6,6a-hexahydropentalen-2-yl)heptanoic acid